C(C1=CC=CC=C1)OC=1C(=CC(=C(C=O)C1)O)OC 5-(benzyloxy)-2-hydroxy-4-methoxybenzaldehyde